FC1=C(C=CC(=C1)F)C1=CC(=NO1)C(=O)N1CC2=CC=CC=C2C(C1)C=1C=NN(C1)C 5-(2,4-difluorophenyl)isoxazol-3-yl-1-[4-(1-methylpyrazol-4-yl)-3,4-dihydro-1H-isoquinolin-2-yl]methanone